2-(p-toluenesulfonyl)propionic acid CC1=CC=C(C=C1)S(=O)(=O)C(C(=O)O)C